2-(1H-tetrazol-5-yl)-1-(4-(3-(thiophen-2-yl)-1,2,4-oxadiazol-5-yl)piperidin-1-yl)ethan-1-one N1N=NN=C1CC(=O)N1CCC(CC1)C1=NC(=NO1)C=1SC=CC1